rel-(1R,3R,4S,5R)-4-(3,4-difluoro-2-methoxyphenyl)-5-methyl-1-trifluoromethyl-2-oxabicyclo[3.2.0]heptane-3-carboxamide FC=1C(=C(C=CC1F)[C@H]1[C@@H](O[C@@]2(CC[C@]12C)C(F)(F)F)C(=O)N)OC |o1:8,9,11,14|